FC1=CC=C(C=C1)C(=O)N1[C@@H](C=2N(CC1)C(=NN2)C=2SC1=C(C=NC(=C1)F)N2)C (R)-(4-fluorophenyl)(3-(6-fluorothiazolo[4,5-c]pyridin-2-yl)-8-methyl-5,6-Dihydro-[1,2,4]triazolo[4,3-a]pyrazin-7(8H)-yl)methanone